C1=C(C=CC2=CC=CC=C12)\C(\C)=N\NC(C1=CC=CC=C1)=O (E)-N'-(1-(naphthalen-2-yl)ethylidene)benzohydrazide